N-(2-(4-((3-chloro-4-(trifluoromethoxy)benzyl)amino)butoxy)ethyl)-6-(pyrimidin-4-yl)-1H-indazol-4-amine ClC=1C=C(CNCCCCOCCNC=2C=3C=NNC3C=C(C2)C2=NC=NC=C2)C=CC1OC(F)(F)F